2-isopropyl-5-methyl-cyclohexan-1-one C(C)(C)C1C(CC(CC1)C)=O